NC1=NC=2C=CC(=CC2C2=C1C=NN2C)C(=O)N(C)[C@H]2COCC1=C2C=CC(=C1F)C(F)(F)F 4-amino-N-((4R)-8-fluoro-7-(trifluoro-methyl)-3,4-dihydro-1H-2-benzopyran-4-yl)-N,1-dimethyl-1H-pyrazolo[4,3-c]-quinoline-8-carboxamide